1-(2-fluoro-5-(trifluoromethyl)phenyl)-3-(2-(pyrazolo[1,5-a]pyrazine-3-carbonyl)-2-azaspiro[3.3]heptan-6-yl)urea FC1=C(C=C(C=C1)C(F)(F)F)NC(=O)NC1CC2(CN(C2)C(=O)C=2C=NN3C2C=NC=C3)C1